N-[5-(2-chloro-6-methyl-4-pyridyl)-4-(3-cyanophenyl)thiazol-2-yl]-2-(2-hydroxy-2-methyl-propyl)pyrrolidine-1-carboxamide ClC1=NC(=CC(=C1)C1=C(N=C(S1)NC(=O)N1C(CCC1)CC(C)(C)O)C1=CC(=CC=C1)C#N)C